2-[3-(benzyloxy)-4-bromo-5-(3,4-difluorophenyl)-1H-pyrazol-1-yl]Pyrazine C(C1=CC=CC=C1)OC1=NN(C(=C1Br)C1=CC(=C(C=C1)F)F)C1=NC=CN=C1